S1C=NC2=C1C=CC(=C2)CN(C(=O)[C@@H]2[C@H]1CC[C@H]1CN2S(=O)(=O)C2=CC=C(C)C=C2)C2CCC(CC2)(F)F |o1:13,14,17| (1S*,2S*,5R*)-3-(Toluene-4-sulfonyl)-3-azabicyclo[3.2.0]heptane-2-carboxylic acid benzothiazol-5-ylmethyl-(4,4-difluoro-cyclohexyl)-amide